N1C=CC=2C1=NC=C(C2)OC2=CC=C(C=C2)NC(=O)NC2=CC(=CC=C2)Cl 1-(4-((1H-pyrrolo[2,3-b]pyridin-5-yl)oxy)phenyl)-3-(3-chlorophenyl)urea